2-(4-(3-((tert-butyldimethylsilyl)oxy)pyrrolidin-1-yl)phenyl)acetate [Si](C)(C)(C(C)(C)C)OC1CN(CC1)C1=CC=C(C=C1)CC(=O)[O-]